ethyl 4,6-dimethyl-2-oxo-3,4-dihydro-2h-pyran-5-carboxylate CC1CC(OC(=C1C(=O)OCC)C)=O